F[C@H]\1[C@H]2CC(C[C@@H](C/C1=C/C=1N=NC(=CN1)C1=C(C=C(C=C1)N1C=NC=C1)O)N2)C 2-(3-((Z)-((1R,2R,5S)-2-fluoro-7-methyl-9-azabicyclo[3.3.1]nonan-3-ylidene)methyl)-1,2,4-triazin-6-yl)-5-(1H-imidazol-1-yl)phenol